(1S,4S)-tert-Butyl 5-(4-chloropyrido[3,4-d]pyrimidin-6-yl)-2,5-diazabicyclo[2.2.1]heptane-2-carboxylate ClC=1C2=C(N=CN1)C=NC(=C2)N2[C@@H]1CN([C@H](C2)C1)C(=O)OC(C)(C)C